2,4-dimethylthiophene CC=1SC=C(C1)C